6-(4-Amino-4-phenylpiperidin-1-yl)-3-(2-chloro-3-methylphenyl)-1H-pyrazolo[3,4-d]pyrimidine-4-carbonitrile NC1(CCN(CC1)C1=NC(=C2C(=N1)NN=C2C2=C(C(=CC=C2)C)Cl)C#N)C2=CC=CC=C2